CC1=C(N=C(C(=N1)C)C)C tetramethyl-(pyrazine)